ClC1=C(C(=CC(=C1)C(F)(F)F)Cl)N1N=C(C(=C1NCC(=C)C)S(=O)C(F)(F)F)C#N 1-[2,6-dichloro-4-(trifluoromethyl)phenyl]-5-[(2-methyl-2-propen-1-yl)amino]-4-[(trifluoro-methyl)sulfinyl]-1H-pyrazole-3-carbonitrile